O=C(C(=O)OCC)CCC(C(=O)OCC)=O diethyl 2,5-dioxoadipate